C12C3CC(CC1NS3(=O)=O)C2 norbornane-2,6-sultam